O1CC[C@@H](C2=CC=CC=C12)NC(=O)C=1C=NC2=C(N=CC(=C2C1N1CCOCC1)F)C1=C(C(=CC(=C1)F)F)F N-[(4S)-chroman-4-yl]-8-(2,3,5-trifluorophenyl)-5-fluoro-4-(morpholin-4-yl)-1,7-naphthyridine-3-carboxamide